Benzo[1,2-c:4,5-c']Dipyrrole-1,3,5,7(2H,6H)-tetraone C1(C2=C(C(N1)=O)C=C1C(C(NC1=O)=O)=C2)=O